ClC1=CC=C(C=C1)C1=C2C(=C(N=N1)OC[C@@H]1OCCC1)C=NC=C2 (R)-1-(4-chlorophenyl)-4-((tetrahydrofuran-2-yl)methoxy)pyrido[3,4-d]pyridazine